6-(2-isopropyl-4-(2-(methyl-d3)-2H-indazol-4-yl)benzyl)-6,7-dihydro-5H-pyrrolo[3,4-b]pyridin-5-one-7,7-d2 C(C)(C)C1=C(CN2C(C3=NC=CC=C3C2=O)([2H])[2H])C=CC(=C1)C=1C2=CN(N=C2C=CC1)C([2H])([2H])[2H]